C(CCCCCCC\C=C/CCCCCCCC)C(C(C(O)CCCCCCCC\C=C/CCCCCCCC)O)O Dioleyl-glycerol